FC1=C(C=C(C=C1)F)[C@@H]1N(CCC1)C1=NC=2N(C=C1)N=CC2C2=NC1=C(N2)C=C(C(=C1)C#N)N1C[C@H](CC1)O 2-(5-((R)-2-(2,5-difluorophenyl)pyrrolidin-1-yl)pyrazolo[1,5-a]pyrimidin-3-yl)-6-((S)-3-hydroxypyrrolidin-1-yl)-1H-benzo[d]imidazole-5-carbonitrile